The molecule is a trisaccharide consisting of a beta-D-glucose residue linked (1->3) to a beta-D-glucuronosyl residue, which is in turn linked (1->4) to a beta-D-glucose at the reducing end. C([C@@H]1[C@H]([C@@H]([C@H]([C@@H](O1)O[C@H]2[C@@H]([C@H](O[C@H]([C@@H]2O)O[C@@H]3[C@H](O[C@H]([C@@H]([C@H]3O)O)O)CO)C(=O)O)O)O)O)O)O